C(C)N(CCCN1C(=CN2C1SC1=C2C=CC=C1)C1=C(C=CC(=C1)C)F)CC N-(3-(diethylamino)propyl)-2-(2-fluoro-5-methylphenyl)benzo[d]imidazo[2,1-b]thiazole